ClC1=C(C(=C(C=C1OC)OC)Cl)C=1SC=2N=C(N=CC2N1)CNC(C=C)=O N-((2-(2,6-dichloro-3,5-dimethoxyphenyl)thiazolo[5,4-d]pyrimidin-5-yl)methyl)acrylamide